C(C(=C)C)(=O)OCCC1CC2C(CC1)O2 4-epoxycyclohexylethyl methacrylate